2-(4-cyclopropyl-6-methoxypyrimidin-5-yl)-4-(3-fluoro-4-(1-isopropyl-(trifluoromethyl)-1H-imidazol-2-yl)benzyl)-6,7-dihydro-[1,2,4]triazolo[1,5-a]pyrimidin-5(4H)-one C1(CC1)C1=NC=NC(=C1C1=NN2C(N(C(CC2)=O)CC2=CC(=C(C=C2)C=2N(C=C(N2)C(F)(F)F)C(C)C)F)=N1)OC